ClC(=C(F)F)F 1-chloro-1,2,2-trifluoro-ethylene